tert-Butyl (3R,6R)-4-benzyl-6-hydroxy-3-(2-hydroxyethyl)-1,4-diazepane-1-carboxylate C(C1=CC=CC=C1)N1[C@@H](CN(C[C@@H](C1)O)C(=O)OC(C)(C)C)CCO